2-cyclopentanol C1C(CCC1)O